C(C)N=C=N 3-ethyl-carbodiimide